FC=1C=2N(C=CC1)N=C(C2)[C@@H]2N(CCC1=C2N=CN1)C(=O)C=1OC(=NN1)C1=NC=CC=N1 (R)-(4-(4-fluoropyrazolo[1,5-a]pyridin-2-yl)-6,7-dihydro-1H-imidazo[4,5-c]pyridin-5(4H)-yl)(5-(pyrimidin-2-yl)-1,3,4-oxadiazol-2-yl)methanone